O=C1C(C=[Ru])C=CC=C1 (2-oxobenzylidene)ruthenium (II)